CCCCCCCCC/C=C/C(=C/C=C/C=C/C=C/C=C/C(=O)O)/O 11-hydroxydocosahexaenoic acid